C(C1=CC=CC=C1)NO Benzyl-amino alcohol